(3R)-3-methoxy-1-[2-[4-[(3S)-3-(6-methylpyridin-3-yl)-1,2-oxazolidine-2-carbonyl]piperidin-1-yl]pyrimidin-4-yl]piperidin-2-one CO[C@H]1C(N(CCC1)C1=NC(=NC=C1)N1CCC(CC1)C(=O)N1OCC[C@H]1C=1C=NC(=CC1)C)=O